(S)-6-(1-amino-1,3-dihydro-spiro[inden-2,4'-piperidin]-1'-yl)-3-(1-(2-(trifluoromethyl)pyrimidin-4-yl)vinyl)-1,5-dihydro-4H-pyrazolo[3,4-d]pyrimidin-4-one N[C@@H]1C2=CC=CC=C2CC12CCN(CC2)C=2NC(C1=C(N2)NN=C1C(=C)C1=NC(=NC=C1)C(F)(F)F)=O